(R)-4-(2-amino-3-phenylpropoxy)-2-methoxy-6-methylnicotinic acid phenylmethyl ester C1(=CC=CC=C1)COC(C1=C(N=C(C=C1OC[C@@H](CC1=CC=CC=C1)N)C)OC)=O